C1(=CC=C(C=C1)C1=C(OC2=C1C=CC=C2)CC(F)(F)F)C 3-(p-tolyl)-2-(2,2,2-trifluoroethyl)benzofuran